4-[5-(4,5-difluoro-1H-indole-2-carbonyl)-4H,5H,6H,7H-pyrazolo[1,5-a]pyrazine-3-carbonyl]-8-oxa-4-azaspiro[2.6]nonane FC1=C2C=C(NC2=CC=C1F)C(=O)N1CC=2N(CC1)N=CC2C(=O)N2C1(CC1)COCCC2